(3-bromo-4-(2,4-difluorophenoxy)phenyl)(methyl)sulfane BrC=1C=C(C=CC1OC1=C(C=C(C=C1)F)F)SC